3-(2,6-bis(benzyloxy)pyridin-3-yl)-7-(4-((R)-5-((1r,4s)-4-(3-bromo-2-methylphenoxy)cyclohexyl)pentan-2-yl)piperazin-1-yl)-1-methyl-1H-indazole C(C1=CC=CC=C1)OC1=NC(=CC=C1C1=NN(C2=C(C=CC=C12)N1CCN(CC1)[C@H](C)CCCC1CCC(CC1)OC1=C(C(=CC=C1)Br)C)C)OCC1=CC=CC=C1